1,4,5,8-tetrakis(4-isobutylanilino)anthraquinone C(C(C)C)C1=CC=C(NC2=CC=C(C=3C(C4=C(C=CC(=C4C(C23)=O)NC2=CC=C(C=C2)CC(C)C)NC2=CC=C(C=C2)CC(C)C)=O)NC2=CC=C(C=C2)CC(C)C)C=C1